Thiobis(2-nitrobenzoic acid) C1=CC(=C(C(=C1)SC2=CC=CC(=C2[N+](=O)[O-])C(=O)O)[N+](=O)[O-])C(=O)O